C(C1=CC=CC=C1)C=1C=CC(=C(C1)C1=CC(=CC=C1)CCC(=O)O)C(N)=O 3-(5'-benzyl-2'-carbamoyl-biphenyl-3-yl)propionic acid